O1CCN(CC1)C1=CC(=CC(=N1)C=1C=NC(=NC1)N)C(=C)C1=CC=CC=C1 5-(6-morpholino-4-(1-phenylvinyl)pyridin-2-yl)pyrimidin-2-amine